Tert-Butyl ((1r,4r)-4-(1-methyl-1H-tetrazol-5-yl)cyclohexyl)carbamate CN1N=NN=C1C1CCC(CC1)NC(OC(C)(C)C)=O